tert-butyl (2R)-4-(3-bromo-4-cyano-5-nitropyridin-2-yl)-2-(hydroxymethyl)piperazine-1-carboxylate BrC=1C(=NC=C(C1C#N)[N+](=O)[O-])N1C[C@@H](N(CC1)C(=O)OC(C)(C)C)CO